CC1=NC(=CC=C1C=1CCNCC1)N methyl-1',2',3',6'-tetrahydro-[3,4'-bipyridine]-6-amine